(±)-(1R,2R)-2-(((6-(5-((5-(Cyclopropylmethyl)-2H-tetrazol-2-yl)methyl)-1-methyl-1H-1,2,3-triazol-4-yl)-2-methylpyridin-3-yl)oxy)methyl)cyclobutane-1-carboxylic acid C1(CC1)CC=1N=NN(N1)CC1=C(N=NN1C)C1=CC=C(C(=N1)C)OC[C@H]1[C@@H](CC1)C(=O)O |r|